C1(=CC=CC=C1)C1=C(C=CC=C1N)N phenyl-benzene-1,3-diamine